N-(cyclopropylmethyl)-N-{1-[1-(pyrimidin-2-yl)-1H-1,2,4-triazol-5-yl]ethyl}-3-[(trifluoromethyl)sulfonyl]benzamide C1(CC1)CN(C(C1=CC(=CC=C1)S(=O)(=O)C(F)(F)F)=O)C(C)C1=NC=NN1C1=NC=CC=N1